2-hydroxy-15-tetracosenoic acid OC(C(=O)O)CCCCCCCCCCCCC=CCCCCCCCC